N[C@@H](C)C(=O)N1C=NC(C1)=O alanyl-imidazolinone